O1C(=NC2=C1C=CC=C2)C2CCN(CC2)C(CCl)=O 1-(4-(benzo[d]oxazol-2-yl)piperidin-1-yl)-2-chloroethan-1-one